cyclopentanesulfonamide trifluoroacetic acid salt FC(C(=O)O)(F)F.C1(CCCC1)S(=O)(=O)N